5'-S-methyl-5'-Thioadenosine CSC[C@@H]1[C@H]([C@H]([C@@H](O1)N1C=NC=2C(N)=NC=NC12)O)O